5-chloro-N-(cyclopropanecarbonyl)quinazolin-2-amine ClC1=C2C=NC(=NC2=CC=C1)NC(=O)C1CC1